ClC1=CC=C(C=C1)/C=C/C[N+]1=C2N(C(C(=C1O)C1=CC(=CC=C1)C(F)(F)F)=O)C=CC=C2 (E)-1-(3-(4-chlorophenyl)allyl)-4-oxo-3-(3-(trifluoromethyl)phenyl)-4H-pyrido[1,2-a]pyrimidin-1-ium-2-ol